4-[3-[2,6-Dichloro-4-[2-(3,3-difluorocyclobutyl)-2,6-diazaspiro[3.3]heptan-6-yl]benzoyl]-2,4-dihydro-1,3-benzoxazin-8-yl]-5-fluoro-2-(3-oxa-8-azabicyclo[3.2.1]octan-8-yl)benzoic acid ClC1=C(C(=O)N2COC3=C(C2)C=CC=C3C3=CC(=C(C(=O)O)C=C3F)N3C2COCC3CC2)C(=CC(=C1)N1CC2(CN(C2)C2CC(C2)(F)F)C1)Cl